4-(1-Adamantyl)phenol C12(CC3CC(CC(C1)C3)C2)C2=CC=C(C=C2)O